C(#N)C1=CC(=C(C=C1)C1=CC(=NC(=C1)C1CC1)NC(=O)C=1C(N(C=C(C1)C=O)C1CC1)=O)C1=NN=CN1C(F)F N-[4-[4-cyano-2-[4-(difluoromethyl)-1,2,4-triazol-3-yl]phenyl]-6-cyclopropylpyridin-2-yl]-1-cyclopropyl-5-formyl-2-oxopyridine-3-carboxamide